(3S,6S,12aS)-3-(3-(tert-butoxy)propyl)-6-isobutyl-9-methoxy-2,3,12,12a-tetrahydropyrazino[1',2':1,6]pyrido[3,4-b]indole-1,4(6H,7H)-dione C(C)(C)(C)OCCC[C@@H]1NC([C@@H]2CC3=C(NC=4C=C(C=CC34)OC)[C@@H](N2C1=O)CC(C)C)=O